CN1CCN(CC1)C1=CC=C(C=C1)N (4-(4-methylpiperazin-1-yl)phenyl)amine